(2R)-2-(6-{5-chloro-2-[(1,5-dimethyl-1H-pyrazol-4-yl)amino]pyrimidin-4-yl}-1-oxo-2,3-dihydro-1H-isoindol-2-yl)-N-[(1S)-2-hydroxy-1-(3-methylphenyl)ethyl]propionamide ClC=1C(=NC(=NC1)NC=1C=NN(C1C)C)C1=CC=C2CN(C(C2=C1)=O)[C@@H](C(=O)N[C@H](CO)C1=CC(=CC=C1)C)C